BrC1=CC(=C(C=C1)C[C@H]1NC(=NOC1)C1=NC(=NC=C1OC1=CC(=CC=C1)C(F)(F)F)C)C |r| (5RS)-5-[(4-bromo-2-methyl-phenyl)methyl]-3-[2-methyl-5-[3-(trifluoro-methyl)phenoxy]pyrimidin-4-yl]-5,6-dihydro-4H-1,2,4-oxadiazine